4'-(4-chloro-6-phenyl-1,3,5-triazin-2-yl)-[1,1'-biphenyl] ClC1=NC(=NC(=N1)C1=CC=CC=C1)C1=CC=C(C=C1)C1=CC=CC=C1